niobium pentaisobutanol C(C(C)C)O.C(C(C)C)O.C(C(C)C)O.C(C(C)C)O.C(C(C)C)O.[Nb]